CO[Si](CCCN1C(NCC1)=O)(OC)OC 1-[3-(trimethoxysilyl)propyl]-2-imidazolidinone